C1(=CC=CC=C1)P(C1=C(C2=CC=CC=C2C=C1)C1=C(C=CC2=CC=CC=C12)P(C1=CC=CC=C1)C1=CC=CC=C1)C1=CC=CC=C1 2,2'-bis(diphenylphosphino)-1,1-binaphthyl